N-[(3-chloro-4-fluorophenyl)-(5-methyl-4-methylsulfonyl-1H-imidazol-2-yl)methyl]-6-(trifluoromethyl)pyridin-2-amine ClC=1C=C(C=CC1F)C(NC1=NC(=CC=C1)C(F)(F)F)C=1NC(=C(N1)S(=O)(=O)C)C